benzyl (R)-2-(benzyloxy)-4-(N-((5-cyclohexylpyrazin-2-yl)methyl)-1-((2,3,5,6-tetrafluoro-4-methylphenyl)sulfonyl)azetidine-2-carboxamido)benzoate C(C1=CC=CC=C1)OC1=C(C(=O)OCC2=CC=CC=C2)C=CC(=C1)N(C(=O)[C@@H]1N(CC1)S(=O)(=O)C1=C(C(=C(C(=C1F)F)C)F)F)CC1=NC=C(N=C1)C1CCCCC1